C1=CC(=CC=C1C(C2=CC=C(C=C2)F)Br)F 4,4'-(bromomethylene)bis(fluorobenzene)